1-(6-(1-(3-(4-((4-Aminopiperidin-1-yl)sulfonyl)phenyl)-2-methylpropyl)piperidin-4-yl)-1-methyl-1H-indazol-3-yl)dihydropyrimidine NC1CCN(CC1)S(=O)(=O)C1=CC=C(C=C1)CC(CN1CCC(CC1)C1=CC=C2C(=NN(C2=C1)C)N1CNCC=C1)C